europium (trifluoroacetylacetone) FC(C(=O)CC(C)=O)(F)F.[Eu]